OC[C@@H]1O[C@@H](CN(C1)C1=CC=CC(=N1)C1=NC2=CC(=NC=C2C=C1)CNC(C1=CN=CC(=C1)S(=O)(=O)C)=O)C N-((2-(6-((2R,6R)-2-(hydroxymethyl)-6-methylmorpholino)pyridin-2-yl)-1,6-naphthyridin-7-yl)methyl)-5-(methylsulfonyl)nicotinamide